4-((2-fluorophenyl)ethynyl)-N-(oxetan-2-ylmethyl)benzamide FC1=C(C=CC=C1)C#CC1=CC=C(C(=O)NCC2OCC2)C=C1